6-[[2-chloro-4-[[5-[6-(dimethylamino)-2,5-difluoro-3-pyridyl]-1-methyl-imidazole-2-carbonyl]amino]benzoyl]amino]hexyl-trimethyl-ammonium ClC1=C(C(=O)NCCCCCC[N+](C)(C)C)C=CC(=C1)NC(=O)C=1N(C(=CN1)C=1C(=NC(=C(C1)F)N(C)C)F)C